FC(C=1C(=C(C(=CC1)F)C1=CC(=C2C=NC(=NN21)N[C@H]2[C@@H](CN(CC2)S(=O)(=O)C)F)F)F)F 7-(3-(difluoromethyl)-2,6-difluorophenyl)-5-fluoro-N-((3R,4R)-3-fluoro-1-(methylsulfonyl)piperidin-4-yl)pyrrolo[2,1-f][1,2,4]triazin-2-amine